C(#N)C1=CC(=NC=C1)N[C@@H]1C[C@H](C2=CC(=C3C=C(N=CC3=C21)C2CC2)S(NCC(C)C)(=O)=O)NC(=O)C=2C=NC=CC2 |r| N-[Trans-(7RS,9RS)-9-[(4-cyanopyridin-2-yl)amino]-3-cyclopropyl-5-(2-methylpropylsulfamoyl)-8,9-dihydro-7H-cyclopenta[h]isochinolin-7-yl]pyridin-3-carboxamid